NC1(CCC1)C1=CC=C(C=C1)N1C(=NC=2C1=NC(=CC2)C=2C=C(CCNC(CCCCCCCNC1=C3C(N(C(C3=CC=C1)=O)C1C(NC(CC1)=O)=O)=O)=O)C=CC2)C=2C(=NC=CC2)N N-(3-(3-(4-(1-Aminocyclobutyl)phenyl)-2-(2-aminopyridin-3-yl)-3H-imidazo[4,5-b]pyridin-5-yl)phenethyl)-8-((2-(2,6-dioxopiperidin-3-yl)-1,3-dioxoisoindolin-4-yl)amino)octanamid